BrC1=C(C=C(C(=C1)OC1=CC(=CC=C1)OC(F)(F)F)[N+](=O)[O-])O C2-bromo-5-nitro-4-(3-(trifluoromethoxy)phenoxy)phenol